2,2-dimethyl-9-fluoro-5-(quinolin-3-yl)-2,3-dihydrobenzo[f][1,4]oxazepine CC1(OC2=C(C(=NC1)C=1C=NC3=CC=CC=C3C1)C=CC=C2F)C